N[C@@H]([C@@H](C(=O)N[C@H](C(=O)O)C1=C(C(=C(C=C1)F)C(F)(F)F)F)O)CC1=CC=CC=C1 (S)-2-((2S,3R)-3-amino-2-hydroxy-4-phenylbutanamido)-2-(2,4-difluoro-3-(trifluoromethyl)phenyl)acetic acid